20-(3-formyl-4-(trifluoromethoxy)phenyl)icosanoic acid C(=O)C=1C=C(C=CC1OC(F)(F)F)CCCCCCCCCCCCCCCCCCCC(=O)O